(2R,5S)-1-benzylpyrrolidine-2,5-dicarboxylic acid C(C1=CC=CC=C1)N1[C@H](CC[C@H]1C(=O)O)C(=O)O